1-(6-bromo-5-methoxypyridin-2-yl)ethan-1-one BrC1=C(C=CC(=N1)C(C)=O)OC